C(C)(C)C(C(=O)O)(O)CC(=O)O.C(C(O)CC(=O)O)(=O)OC(C)C isopropyl malate (isopropyl malate)